(rac)-tert-butyl 2-(4-isopropylphenyl)-4,5,5a,6,8,9-hexahydro-1,2a,5,7-tetraazabenzo[cd]azulene-7(3H)-carboxylate C(C)(C)C1=CC=C(C=C1)C1=NC=2CCN(C[C@@H]3C2N1CCN3)C(=O)OC(C)(C)C |r|